N-((3S,4S)-3-((7-(2-fluoro-6-isopropyl-3,5-dimethoxyphenyl)-2,6-naphthyridin-3-yl)amino)tetrahydro-2H-pyran-4-yl)acrylamide FC1=C(C(=C(C=C1OC)OC)C(C)C)C1=NC=C2C=C(N=CC2=C1)N[C@@H]1COCC[C@@H]1NC(C=C)=O